C[C@@H]1NC[C@@H](NC1)C cis-2,5-dimethyl-piperazine